eicosane-3,14-diol CCC(CCCCCCCCCCC(CCCCCC)O)O